C(#C)C1=CC=C(C(=O)NCCNC(OCC2C3=CC=CC=C3C=3C=CC=CC23)=O)C=C1 (9H-fluoren-9-yl)methyl (2-(4-ethynylbenzamido)ethyl)carbamate